C(CCCCCCCC)(=O)O.C(CCCCCCCC)(=O)O.C(CCCCCCCC)(=O)O.C([C@H](O)[C@H](O)CO)O erythritol tri-pelargonate